N-((7-(2,2-Dicyano-1-methoxyvinyl)-1-((2-(trimethylsilyl)ethoxy)methyl)-1H-indazol-4-yl)methyl)-5-fluoro-2-methoxybenzamide C(#N)C(=C(OC)C=1C=CC(=C2C=NN(C12)COCC[Si](C)(C)C)CNC(C1=C(C=CC(=C1)F)OC)=O)C#N